((2R,3R)-3-benzyl-1,4-dioxaspiro[4.5]decan-2-yl)methyl sulfamate S(N)(OC[C@H]1OC2(O[C@@H]1CC1=CC=CC=C1)CCCCC2)(=O)=O